N,N-diethyl-Nitrogen C(C)[N]CC